3-(D-biotinamido)-1-propyne C(CCCC[C@@H]1SC[C@@H]2NC(=O)N[C@H]12)(=O)NCC#C